tert-Butyl 4-(4-(2-aminoethyl)phenyl)piperazine-1-carboxylate NCCC1=CC=C(C=C1)N1CCN(CC1)C(=O)OC(C)(C)C